1-((1r,4r)-1-methyl-4-((4-(methylamino)-5-(pyrazolo[1,5-a]pyrimidin-5-yl)-7H-pyrrolo[2,3-d]pyrimidin-2-yl)amino)cyclohexyl)pyrrolidin-2-one CC1(CCC(CC1)NC=1N=C(C2=C(N1)NC=C2C2=NC=1N(C=C2)N=CC1)NC)N1C(CCC1)=O